BrC=1C(=NC(=NC1)NC1=CC=C(C=C1)N1CCOCC1)NC1=C(C=CC=C1)S(=O)(=O)C(C)C 5-bromo-N4-(2-isopropylsulfonylphenyl)-N2-(4-morpholinophenyl)pyrimidine-2,4-diamine